NC=1SC2=C(N1)C(=C(C=C2F)F)C2=C(C=C1C(=NC=NC1=C2F)N2CCN(CC2)C(C=C)=O)Cl 1-{4-[7-(2-Amino-5,7-difluoro-1,3-benzothiazol-4-yl)-6-chloro-8-fluoroquinazolin-4-yl]piperazin-1-yl}prop-2-en-1-one